2-(3-(6-chloro-3-(1H-imidazol-1-yl)-5-methoxy-1-methyl-1H-pyrrolo[3,2-b]pyridin-2-yl)-1H-1,2,4-triazol-5-yl)-2,2-difluoroethan-1-ol ClC=1C=C2C(=NC1OC)C(=C(N2C)C2=NNC(=N2)C(CO)(F)F)N2C=NC=C2